BrC=1C=C(C[C@@H]2N(CC[C@@H]2NS(=O)(=O)C)C(=O)OC(C)(C)C)C=CC1 Tert-Butyl (2S,3S)-2-(3-bromobenzyl)-3-((methylsulfonyl)amino)pyrrolidine-1-carboxylate